6-({bis[(2-thienyl)methyl]aminocarbonyloxy}methyl)pyridine S1C(=CC=C1)CN(C(=O)OCC1=CC=CC=N1)CC=1SC=CC1